N1(C=NC=C1)C1=CC=C(C2=CC=CC=C12)N1C=NC=C1 1,4-di(imidazol-1-yl)naphthalene